O[C@H](C(=O)OC(C)(C)C)CC(C)C tert-butyl (S)-2-hydroxy-4-methylpentanoate